OCCOC=1C=C2C=CC(=CC2=CC1)C1(C2=CC=C(C=C2C=2C=C(C=CC12)C1=CC2=CC=CC=C2C=C1)C1=CC2=CC=CC=C2C=C1)C1=CC2=CC=C(C=C2C=C1)OCCO 9,9-bis(6-(2-hydroxyethoxy)-2-naphthyl)-3,6-di(2-naphthyl)fluorene